C(C)(C)(C)OC(NC[C@H]1CN(CCC1)C1=C(C2=C(CC(O2)(C)C)C=C1[N+](=O)[O-])C#N)=O (S)-(1-(7-cyano-2,2-dimethyl-5-nitro-2,3-dihydrobenzofuran-6-yl)piperidin-3-yl)methyl-carbamic acid tert-butyl ester